4-Cyclopropyl-N-((S)-(7-((S*)-1-(2-(3,3-difluorocyclobutyl)acetamido)-2,2-difluoroethyl)imidazo[1,2-b]pyridazin-2-yl)(4,4-difluorocyclohexyl)methyl)-1,2,5-oxadiazole-3-carboxamide C1(CC1)C=1C(=NON1)C(=O)N[C@@H](C1CCC(CC1)(F)F)C=1N=C2N(N=CC(=C2)[C@@H](C(F)F)NC(CC2CC(C2)(F)F)=O)C1 |o1:28|